C(=O)(O)C=1C=C(C=CC1O)C(C=1C=CC(=C(C(=O)O)C1)O)=C1C=C(C(C=C1)=O)C(=O)O 5-[(3-carboxy-4-hydroxyphenyl)(3-carboxy-4-oxo-2,5-cyclohexadien-1-ylidene)methyl]-2-hydroxybenzoic acid